ClC1=C(C=C(C(=C1)S(N(C=1SC=CN1)CC1=C(C=C(C=C1)OC)OC)(=O)=O)F)NC[C@]1(N(C[C@H](C1)O)C(=O)OC(C)(C)C)CC1=CC=C(C=C1)C#N (2S,4S)-tert-butyl 2-(((2-chloro-4-(N-(2,4-dimethoxybenzyl)-N-(thiazol-2-yl)sulfamoyl)-5-fluorophenyl)amino)methyl)-2-(4-cyanobenzyl)-4-hydroxypyrrolidine-1-carboxylate